NC1=C(C=C(C=N1)NC(C(=O)N1C(CCCC1C1=CC2=C(SC(=C2)C2CCN(CC2)C)C=C1)C)=O)CC N-(6-amino-5-ethylpyridin-3-yl)-2-(2-methyl-6-(2-(1-methylpiperidin-4-yl)benzo[b]Thiophen-5-yl)piperidin-1-yl)-2-oxoacetamide